2-hydroxypropionic acid monosodium salt [Na+].OC(C(=O)[O-])C